2,2''-difluoro-2',5'-dimethoxy-4,4''-bis(trifluoromethoxy)-1,1':4',1''-terphenyl FC1=C(C=CC(=C1)OC(F)(F)F)C1=C(C=C(C(=C1)OC)C1=C(C=C(C=C1)OC(F)(F)F)F)OC